BrC1C(=C(C(=CC1(CO)Br)Br)Br)CO 2,3,5,6-tetrabromobenzene-1,3-dimethanol